CN(CCN(C1=C(C=C(C(=C1)OC(C)C)NC1=NC=CC(=N1)N1CC(C2=NC(=CC=C21)C)(C)C)[N+](=O)[O-])C)C N1-(2-(dimethylamino)ethyl)-5-isopropoxy-N1-methyl-2-nitro-N4-(4-(3,3,5-trimethyl-2,3-dihydro-1H-pyrrolo[3,2-b]pyridin-1-yl)pyrimidin-2-yl)benzene-1,4-diamine